N-tolyl-methacrylamide C1(=C(C=CC=C1)NC(C(=C)C)=O)C